CN(C)CCCCl N,N-dimethylamino-3-chloropropane